C(C)(=O)NC1=NC=CC(=C1)OC1=C(C=C(C=C1)NC1=C(C(=O)N)C=CC=N1)Cl 2-((4-((2-acetamidopyridin-4-yl)oxy)-3-chlorophenyl)amino)nicotinamide